C1(CC1)C1=C2C=CC(=C(C2=CC=C1)N)C 5-cyclopropyl-2-methylnaphthalen-1-amine